N1C[C@@H](CC1)CN1CCN(CC1)C(=O)OC(C)(C)C tert-butyl (R)-4-(pyrrolidin-3-ylmethyl)piperazine-1-carboxylate